CC1OCCC1=O Dihydro-2-methyl-3-furanone